C(C)(C)(C)C1=CC=C(C=C1)C(=O)OC(CO)CO 2-(4-tert-butylphenyl)formyloxy-1,3-propanediol